1-[(3S)-3-{4-amino-3-[2-(6,7-difluoro-1-methyl-1,3-benzodiazol-5-yl)ethynyl]Pyrazolo[4,3-c]Pyridin-1-yl}pyrrolidin-1-yl]Prop-2-en-1-one NC1=NC=CC2=C1C(=NN2[C@@H]2CN(CC2)C(C=C)=O)C#CC2=CC1=C(N(C=N1)C)C(=C2F)F